C(C)(C)(C)OC(C(C)N1N=C(C=C1C(F)F)C1=NC(=NO1)C1(CC1)C1=C(C=C(C=C1)F)Cl)=O.C(C)C(CCC=C)C(C(CCC(CCCC)C)C)CC 5,6-diethyl-7,10-dimethyl-tetradecene tert-butyl-2-(3-(3-(1-(2-chloro-4-fluorophenyl)cyclopropyl)-1,2,4-oxadiazol-5-yl)-5-(difluoromethyl)-1H-pyrazol-1-yl)propanoate